NC(C(=O)NS(=O)(=O)C=1C(=C(C(=CC1CCCCC)O)C1=C(C=CC(=C1)C)C(=C)C)O)CO 2-amino-N-((2,6-dihydroxy-5'-methyl-4-pentyl-2'-(prop-1-en-2-yl)-[1,1'-biphenyl]-3-yl)sulfonyl)-3-hydroxypropanamide